ClC=1C(=C(C(=C(C(=O)N)C1)C1=CC(=CC2=C1C[C@](O2)(C2=CC=CC=C2)CNC2C[C@H](O[C@H](C2)C)C)F)F)OCCO (2s,4s)-5-chloro-2-(((((2r,4s,6s)-2,6-dimethyltetrahydro-2H-pyran-4-yl)amino)methyl)-6-fluoro-2-phenyl-2,3-dihydrobenzofuran-4-yl)-3-fluoro-4-(2-hydroxyethoxy)benzamide